tert-butyl 6-[(3R)-12-[2-(methoxymethoxy)phenyl]-3-methyl-4,8,10,11-tetrazatricyclo[7.4.0.02,7]trideca-1(9),2(7),10,12-tetraen-4-yl]-2-azaspiro[3.3]heptane-2-carboxylate COCOC1=C(C=CC=C1)C=1N=NC=2NC=3CCN([C@@H](C3C2C1)C)C1CC2(CN(C2)C(=O)OC(C)(C)C)C1